[Zn].N1C(=O)NC(=O)NC1=O CYANURIC ACID ZINC